N1=C(C=CC=C1)C1=NC(=CC2=CC=CC=C12)O 1-(pyridin-2-yl)isoquinolin-3-ol